C1(=CC=CC=C1)C(=C(C1=CC=CC=C1)C1=CC=CC=C1)C1=C(C=CC=C1)C=1C=CSC1 4-(1,2,2-triphenylvinylphenyl)thiophene